5-formyl-4-methyl-1-[(2-oxohexahydropyrimidin-5-yl)methyl]indole-2-carbonitrile C(=O)C=1C(=C2C=C(N(C2=CC1)CC1CNC(NC1)=O)C#N)C